1,4-difluoro-2-iodo-5-(trifluoromethyl)benzene FC1=C(C=C(C(=C1)C(F)(F)F)F)I